6-[[6-[4-(Dimethylamino)phenyl]-8,8-dimethyl-7H-xanthene-10-ium-3-yl]-ethyl-amino]hexanoic acid CN(C1=CC=C(C=C1)C1=CC=2[O+]=C3C=C(C=CC3=CC2C(C1)(C)C)N(CCCCCC(=O)O)CC)C